Cl.Cl.NCC1=CC=C(C=C1)C=1N(N=C2C1N=CN(C2=O)CC2(CCN(CC2)CC2=C(C=C(C=C2)C2=CN=CO2)F)O)C 3-(4-(aminomethyl)phenyl)-6-((1-(2-fluoro-4-(oxazol-5-yl)benzyl)-4-hydroxypiperidin-4-yl)methyl)-2-methyl-2,6-dihydro-7H-pyrazolo[4,3-d]pyrimidin-7-one dihydrochloride